2-[(1r,4r)-4-[[2-amino-3-[3-(trifluoromethyl)phenyl]imidazo[1,2-b]pyridazin-6-yl]amino]cyclohexyl]propan-2-ol benzyl-3,6-dihydropyridine-1(2H)-carboxylate C(C1=CC=CC=C1)C1N(CC=CC1)C(=O)OC(C)(C)C1CCC(CC1)NC=1C=CC=2N(N1)C(=C(N2)N)C2=CC(=CC=C2)C(F)(F)F